7'-(3-((2-(2-aminoethoxy)ethyl)amino)-3-oxopropyl)-1',1'-dioxido-2,3,5,6-tetrahydrospiro[pyran-4,4'-pyrido[2,3-b][1,4,5]oxathiazepin] NCCOCCNC(CCC=1C=CC2=C(OC3(C=NS2(=O)=O)CCOCC3)N1)=O